N(=[N+]=[N-])CC(=O)N[C@H](C(=O)N1[C@@H](C[C@H](C1)O)C(=O)N[C@@H](C)C1=CC=C(C=C1)C1=C(N=CS1)C)C(C)(C)C (2S,4R)-1-((S)-2-(2-azidoacetylamino)-3,3-dimethylbutyryl)-4-hydroxy-N-((S)-1-(4-(4-methylthiazol-5-yl)phenyl)ethyl)pyrrolidine-2-carboxamide